2-cyclobutyl-2-methyl-N-(4-methyl-3-pyridazin-3-ylphenyl)propanamide C1(CCC1)C(C(=O)NC1=CC(=C(C=C1)C)C=1N=NC=CC1)(C)C